2-[(2S)-1-[6-oxo-5-(trifluoromethyl)-1,6-dihydropyridazin-4-yl]pyrrolidin-2-yl]acetic acid O=C1C(=C(C=NN1)N1[C@@H](CCC1)CC(=O)O)C(F)(F)F